N-(azetidin-3-yl)-6-(2,8-dimethylimidazo[1,2-b]pyridazin-6-yl)-4-fluoro-N-methyl-1,3-benzothiazol-2-amine N1CC(C1)N(C=1SC2=C(N1)C(=CC(=C2)C=2C=C(C=1N(N2)C=C(N1)C)C)F)C